3-[6-(1,4-Oxazepan-4-carbonyl)-1-(2,2,2-trifluoro-ethyl)-1H-pyrazolo[4,3-c]pyridin-3-yl]-imidazo[1,2-a]pyridin O1CCN(CCC1)C(=O)C1=CC2=C(C=N1)C(=NN2CC(F)(F)F)C2=CN=C1N2C=CC=C1